C1(CC1)C1=NC=NC(=C1C=1N=CC2=C(N1)N(C(C(=C2)C=2CCN(CC2)C)=O)CC2=CC=C(C=C2)N2N=C(C=C2C)C(F)(F)F)OC 2-(4-cyclopropyl-6-methoxypyrimidin-5-yl)-6-(1-methyl-3,6-dihydro-2H-pyridin-4-yl)-8-({4-[5-methyl-3-(trifluoromethyl)pyrazol-1-yl]phenyl}methyl)pyrido[2,3-d]pyrimidin-7-one